[N+](=O)([O-])OCCCO 3-nitrooxylpropanol